CN1N=NC(=C1CO)C=1N=NC(=CC1)C (1-methyl-4-(6-methylpyridazin-3-yl)-1H-1,2,3-triazol-5-yl)methanol